ClC1=C(C=C(C=C1)F)[C@H]1C=2N(CC(N1)=O)C(=NC2NC(=O)N2CC(C1=CC(=C(C=C21)F)F)(F)F)C(=O)NC (S)-8-(2-chloro-5-fluorophenyl)-N-methyl-6-oxo-1-(3,3,5,6-tetrafluoroindoline-1-carboxamido)-5,6,7,8-tetrahydroimidazo[1,5-a]pyrazine-3-carboxamide